7-cyclopentyl-N,N-dimethyl-2-((5-(4-tritylpiperazin-1-yl)pyridine-2-yl)amino)-7H-pyrrolo[2,3-d]pyrimidine-6-carboxamide C1(CCCC1)N1C(=CC2=C1N=C(N=C2)NC2=NC=C(C=C2)N2CCN(CC2)C(C2=CC=CC=C2)(C2=CC=CC=C2)C2=CC=CC=C2)C(=O)N(C)C